4-AMINO-2,6-DICHLOROPYRIMIDINE-5-CARBOXALDEHYDE NC1=NC(=NC(=C1C=O)Cl)Cl